COC=1C(=NC=CC1)NC1CCC(CC1)OC1=NC(=CC=2N1N=CN2)N2CCOCC2 3-methoxy-N-[4-[(7-morpholino-[1,2,4]triazolo[1,5-c]pyrimidin-5-yl)oxy]cyclohexyl]pyridin-2-amine